(S)-1-(4-methyl-2-(3-(2-thienyl)propyl)oxazol-5-yl)pyrrolidine-2-carbonitrile CC=1N=C(OC1N1[C@@H](CCC1)C#N)CCCC=1SC=CC1